ClC1=NSC=C1C(C)=O 1-(3-chloroisothiazol-4-yl)ethan-1-one